C1=CC=C(C(=C1)N)Br o-Bromoaniline